2-ethyl-N-(3-(2-methoxyphenyl)propyl)-6-methylthieno[2,3-d]pyrimidin-4-amine C(C)C=1N=C(C2=C(N1)SC(=C2)C)NCCCC2=C(C=CC=C2)OC